4-[hydroxy(diphenyl)methyl]-1-{2-[(phenylmethyl)oxy]ethyl}-1-azoniabicyclo[2.2.2]octane bromide [Br-].OC(C12CC[N+](CC1)(CC2)CCOCC2=CC=CC=C2)(C2=CC=CC=C2)C2=CC=CC=C2